(1s,4s)-4-(8-(2-chloro-4-fluorophenylamino)-2-(isopropylamino)-9H-purin-9-yl)cyclohexanecarboxamide ClC1=C(C=CC(=C1)F)NC=1N(C2=NC(=NC=C2N1)NC(C)C)C1CCC(CC1)C(=O)N